NCC1=CC(=CN1S(=O)(=O)C1=CC=C(C)C=C1)C1=CC(=CC=2C=COC21)COC2=C(C=CC=C2)CC(=O)OCC ethyl 2-(2-((7-(5-(aminomethyl)-1-tosyl-1H-pyrrol-3-yl)benzofuran-5-yl)methoxy)phenyl)acetate